tert-Butyl 2-(5-nitro-1H-pyrazolo[3,4-b]pyridin-1-yl)acetate [N+](=O)([O-])C=1C=C2C(=NC1)N(N=C2)CC(=O)OC(C)(C)C